FC(C(=O)N1CC2=CC(=CC=C2CC1)[N+](=O)[O-])(F)F 2,2,2-trifluoro-1-(7-nitro-3,4-dihydroisoquinolin-2(1H)-yl)ethan-1-one